2-(5-((4-(3,4-dichlorobenzyl)piperidin-1-yl)methyl)-4H-1,2,4-triazol-3-yl)-1H-indole ClC=1C=C(CC2CCN(CC2)CC=2NC(=NN2)C=2NC3=CC=CC=C3C2)C=CC1Cl